C(N)(=O)C=1N(C2=CC(=CC=C2C1)OC(F)(F)F)C1=CC=CC(=N1)N1[C@H](CC1)C(=O)O (R)-1-(6-(2-carbamoyl-6-(trifluoromethoxy)-1H-indol-1-yl)pyridin-2-yl)azetidine-2-carboxylic acid